ClN1C(C2=CC=NC=C2C2(C1)CC2)=O chloro-2',3'-dihydro-1'H-spiro[cyclopropane-1,4'-[2,6]naphthyridine]-1'-one